(Z)-2-Isopropyl-5-methyl-2-hexenal C(C)(C)/C(/C=O)=C/CC(C)C